N-[[4-(5-Amino-4-cyano-1-tetrahydrofuran-3-yl-pyrazol-3-yl)-3-fluoro-phenyl]methyl]-2-methoxybenzamide NC1=C(C(=NN1C1COCC1)C1=C(C=C(C=C1)CNC(C1=C(C=CC=C1)OC)=O)F)C#N